FC1=C(C(=NC(=N1)C=1C=NC(=CC1)OC)OC)C(F)(F)F 6-fluoro-4-methoxy-2-(6-methoxy-3-pyridyl)-5-trifluoromethylpyrimidine